2-(7-Methyl-1H-indazol-5-ylmethyl)-4-[4-(2-oxo-1,4-dihydro-2H-quinazolin-3-yl)-piperidin-1-yl]-1-piperidin-1-yl-butane-1,4-dione CC=1C=C(C=C2C=NNC12)CC(C(=O)N1CCCCC1)CC(=O)N1CCC(CC1)N1C(NC2=CC=CC=C2C1)=O